3-chloro-5-(2-fluoro-6-(bromomethyl)phenyl)-1-((2-(trimethylsilyl)ethoxy)methyl)-1H-pyrazolo[4,3-c]pyridazin-6(5H)-one ClC1=NN(C=2C1=NN(C(C2)=O)C2=C(C=CC=C2CBr)F)COCC[Si](C)(C)C